sodium benzyl oxide C(C1=CC=CC=C1)OCC1=CC=CC=C1.[Na]